C(#N)C=1C=C(C=CC1)CC(C(=O)O)NS(=O)(=O)C1=CC(=CC=C1)[N+](=O)[O-] 3-(3-cyanophenyl)-2-(3-nitrobenzenesulfonamido)propanoic acid